4-guanidinophenylalanine N(C(=N)N)C1=CC=C(C[C@H](N)C(=O)O)C=C1